C(#N)C1=CC=C(C=C1)C1CCN(CC1)C(=O)C=1C=CC(=C(C(=O)NCC2COCC2)C1)C 5-(4-(4-cyanophenyl)piperidine-1-carbonyl)-2-methyl-N-((tetrahydrofuran-3-yl)methyl)benzamide